FC1=C(C(=CC=C1)F)N1C(C2=CC=CC=C2C(=N1)C1=CC(=CC=C1)S(=O)(=O)C)=O 2-(2,6-difluorophenyl)-4-(3-(methylsulfonyl)phenyl)phthalazin-1(2H)-one